5-{2-[5-chloro-2-(7-methylquinoline-8-sulfonamido)phenyl]ethynyl}pyridine-2-carboxylic acid ClC=1C=CC(=C(C1)C#CC=1C=CC(=NC1)C(=O)O)NS(=O)(=O)C=1C(=CC=C2C=CC=NC12)C